CN1C(=NC=2CN(CCC21)C)C(=O)[O-].[Li+] Lithium 1,5-dimethyl-4,5,6,7-tetrahydro-1H-imidazo[4,5-c]pyridine-2-carboxylate